C(C)C=1C(=NN(C1C)C1=CC(=CC=C1)C(N(C)C1=CC2=C(OCO2)C=C1)=O)C ethyl-1-[3-[1,3-benzodioxol-5-yl(methyl)carbamoyl]phenyl]-3,5-dimethyl-pyrazole